(1R,3S)-3-(3-(((benzyloxy)carbonyl)amino)-1H-pyrazol-5-yl)cyclopentyl cyclobutylcarbamate C1(CCC1)NC(O[C@H]1C[C@H](CC1)C1=CC(=NN1)NC(=O)OCC1=CC=CC=C1)=O